FC(C=1C=C(C=C(C1)C(F)(F)F)C1=NN(C=N1)\C=C/C(=O)NN1C(C(NCC1)=O)=O)(F)F (Z)-3-(3-(3,5-bis(trifluoromethyl)phenyl)-1H-1,2,4-triazol-1-yl)-N-(2,3-dioxopiperazin-1-yl)acrylamide